2-iodo-6-methoxy-N-(1-methylpiperidin-4-yl)-1-(2,2,2-trifluoroethyl)-1H-indol-4-amine IC=1N(C=2C=C(C=C(C2C1)NC1CCN(CC1)C)OC)CC(F)(F)F